4-(6-chloro-2-methoxypyrimidin-4-yl)-2,6-dimethylmorpholine ClC1=CC(=NC(=N1)OC)N1CC(OC(C1)C)C